OC1=C(C(=NC(=C1)OCC1OCCCC1)CCC1=CC=C(C=C1)CCC)/C=C/C(=O)OCC Ethyl (E)-3-(4-hydroxy-2-(4-propylphenethyl)-6-((tetrahydro-2H-pyran-2-yl)methoxy)pyridin-3-yl)acrylate